(cyclobutylmethyl)carbamic acid tert-butyl ester C(C)(C)(C)OC(NCC1CCC1)=O